C(C)(C)(C)OC(=O)N1C[C@H](CC1)N1C(C(CC1)C(=O)OCC)=O ethyl 1-[(3S)-1-tert-butoxycarbonylpyrrolidin-3-yl]-2-oxo-pyrrolidine-3-carboxylate